C1(CCC(C)O1)=O gamma-valerolacton